C(#N)C=1C=NN(C1)C1=C(C=C(C=C1)NC(CC1=C(C=CC=C1)OC(F)F)=O)S(N)(=O)=O N-[4-(4-cyano-1H-pyrazol-1-yl)-3-sulfamoylphenyl]-2-[2-(difluoromethoxy)phenyl]acetamide